p-chloroacetophenone CC(=O)C1=CC=C(C=C1)Cl